NC1=C(C2=C(S1)C(C(CC2)(CC2CCCCC2)C#N)=O)C(=O)O 2-Amino-6-cyano-6-(cyclohexylmethyl)-7-oxo-4,5,6,7-tetrahydrobenzo[b]thiophene-3-ic acid